γ-methylpropenyloxypropyltrimethoxysilane CCC=COCCC[Si](OC)(OC)OC